1,2-dilinoleoxy-3-(dimethylamino)acetoxypropane (S)-1-(benzyloxy)propan-2-yl-4-methylbenzenesulfonate C(C1=CC=CC=C1)OC[C@H](C)OS(=O)(=O)C1=CC=C(C=C1)C.C(CCCCCCC\C=C/C\C=C/CCCCC)OCC(COC(CN(C)C)=O)OCCCCCCCC\C=C/C\C=C/CCCCC